OC(CCC(=O)[O-])CC 4-hydroxyhexanoate